N[C@@H]1CCCC12CCN(CC2)C=2N=CC(=NC2)C(=O)NC=2C=C(C=C1C=CC=NC21)F (R)-5-(1-amino-8-azaspiro[4.5]decan-8-yl)-N-(6-fluoroquinolin-8-yl)pyrazine-2-carboxamide